C(N)(=O)C1=[N+](C=CC(=C1)NC(=O)[C@@H]1O[C@]([C@@H]([C@@H]1C1=C(C(=C(C=C1)F)F)OC(F)F)C)(C(F)(F)F)C)[O-] 2-carbamoyl-4-((2R,3R,4R,5R)-3-(2-(difluoromethoxy)-3,4-difluorophenyl)-4,5-dimethyl-5-(trifluoromethyl)tetrahydrofuran-2-carboxamido)pyridine 1-oxide